C(C)(C)(C)OC(=O)N1C[C@@H](N(CC1)C=1C2=C(N=CN1)N(C=C2NCC)C2=CC(=CC=C2)Cl)C (S)-4-(7-(3-chlorophenyl)-5-(ethylamino)-7H-pyrrolo[2,3-d]pyrimidin-4-yl)-3-methylpiperazine-1-carboxylic acid tert-butyl ester